tert-butyl 4-formyl-5-methoxyl-7-methyl-1H-indole-1-carboxylate C(=O)C1=C2C=CN(C2=C(C=C1OC)C)C(=O)OC(C)(C)C